(Z)-3-(1-phenylpent-1-en-1-yl)aniline C1(=CC=CC=C1)/C(=C/CCC)/C=1C=C(N)C=CC1